(2-pyridylazo)-resorcinol N1=C(C=CC=C1)N=NC1=C(O)C=CC=C1O